9,10-bis(4-pentylphenoxy)anthracene C(CCCC)C1=CC=C(OC=2C3=CC=CC=C3C(=C3C=CC=CC23)OC2=CC=C(C=C2)CCCCC)C=C1